(3-(2-((3-chloro-5-methylbenzyl)amino)ethyl)-4-methoxyphenyl)methanol ClC=1C=C(CNCCC=2C=C(C=CC2OC)CO)C=C(C1)C